O1CCN(CC1)CC1=CC=C(C=C1)N1N=C(C2=C1C=1C=CC=CC1S(C2)(=O)=O)C(=O)O 1-(4-(morpholinomethyl)phenyl)-1,4-dihydrothiochromeno[4,3-c]pyrazole-3-carboxylic acid 5,5-dioxide